4-(2-Methylquinolin-6-yl)piperidine-1-carboxylic acid tert-butyl ester C(C)(C)(C)OC(=O)N1CCC(CC1)C=1C=C2C=CC(=NC2=CC1)C